2-(5-((4-Chlorophenyl)amino)-3-(6-(6,6-difluoro-2-azaspiro[3.3]heptan-2-yl)pyridin-3-yl)-1H-1,2,4-triazol-1-yl)acetaldehyde ClC1=CC=C(C=C1)NC1=NC(=NN1CC=O)C=1C=NC(=CC1)N1CC2(C1)CC(C2)(F)F